3-cinnamyl 5-(2-methoxyethyl)2,6-dimethyl-4-(3-nitrophenyl)pyridine-3,5-dicarboxylate COCCC1(C(C(=C(N=C1C)C)C(=O)OCC=CC1=CC=CC=C1)C1=CC(=CC=C1)[N+](=O)[O-])C(=O)[O-]